ClC1=NC2=CC(=C(C=C2C(=N1)N1CC=2C=C(C=NC2CC1)C=1C=NN(C1)C)F)Cl 2,7-dichloro-6-fluoro-4-[3-(1-methylpyrazol-4-yl)-7,8-dihydro-5H-1,6-naphthyridin-6-yl]quinazoline